2-[4-[(dimethylamino)methyl]-3-methoxy-phenyl]ethanol CN(C)CC1=C(C=C(C=C1)CCO)OC